3-chloro-4-((7-phenylbenzo[d]isothiazol-3-yl)amino)benzaldehyde ClC=1C=C(C=O)C=CC1NC1=NSC2=C1C=CC=C2C2=CC=CC=C2